(1S,2S,5r)-2-((S)-1-((7,8-dichloro-2-(methylsulfanyl)-4-oxo-3,4-dihydropyrido[4,3-d]pyrimidin-5-yl)oxy)ethyl)-3,8-diazabicyclo[3.2.1]octane-8-carboxylic acid tert-butyl ester C(C)(C)(C)OC(=O)N1[C@@H]2[C@H](NC[C@H]1CC2)[C@H](C)OC2=NC(=C(C=1N=C(NC(C12)=O)SC)Cl)Cl